(3-chloropyridine) palladium (II) chloride [Pd](Cl)Cl.ClC=1C=NC=CC1